C[C@H]1N(C[C@@H]([C@H]([C@@H]1O)O)O)CCC1=CC=C(C=C1)OC1=CC=CC=C1 (2R,3R,4R,5S)-2-methyl-1-(4-phenoxyphenethyl)piperidine-3,4,5-triol